N1N=NN=C1C1=NC=CC=C1 2-(1H-tetrazol-5-yl)pyridin